Cyclopentasilane [SiH2]1[SiH2][SiH2][SiH2][SiH2]1